FC1(CCC(CC1)C1=CC(=C(C=N1)C1CN(CC1)C(C=C)=O)C1=NN(C=C1)C)F 1-(3-(6-(4,4-difluorocyclohexyl)-4-(1-methyl-1H-pyrazol-3-yl)pyridin-3-yl)pyrrolidin-1-yl)prop-2-en-1-one